(S)-3-(4-(((S)-8-chloro-2,3-dihydrobenzo[b][1,4]dioxin-2-yl)methoxy)phenyl)-4-hexynoic acid ClC1=CC=CC2=C1O[C@H](CO2)COC2=CC=C(C=C2)[C@H](CC(=O)O)C#CC